ClC=1C=CC(=C(NC)C1)[N+](=O)[O-] 5-chloro-N-methyl-2-nitroaniline